NC1=NC=2C=CC(=CC2C2=C1C=NN2C)C(=O)N(N(C)C(=O)C21CC(C2)C1)CC1=NC=C(C=C1)C(F)(F)F 4-amino-N'-(bicyclo[1.1.1]pentane-1-carbonyl)-N',1-dimethyl-N-[[5-(trifluoromethyl)-2-pyridyl]methyl]pyrazolo[4,3-c]quinoline-8-carbohydrazide